tert-butyl (3aR,7aR)-octahydro-6H-pyrrolo[2,3-c]pyridine-6-carboxylate N1CC[C@H]2[C@@H]1CN(CC2)C(=O)OC(C)(C)C